C(C)(=O)[Sn](CCCC)(CCCC)C(C)=O bis(acetyl)dibutyl-tin